1-((3-chloro-2-fluorophenyl)methyl-d2)-2-methyl-4-((6-(thiazol-2-ylamino)pyridin-2-yl)methyl)piperidine-4-carboxylic acid ClC=1C(=C(C=CC1)C(N1C(CC(CC1)(C(=O)O)CC1=NC(=CC=C1)NC=1SC=CN1)C)([2H])[2H])F